N1C=NC2=C1C=CC(=C2)N2C(NC(C2C2=CC=C(C=C2)C=2N=NN(N2)CC(C)C)=O)=O 1-(1H-Benzimidazol-5-yl)-5-{4-[2-(2-methylpropyl)-2H-tetrazol-5-yl]phenyl}imidazolidine-2,4-dione